4-((3-((tert-Butoxycarbonyl)amino)-3-methylbutyl)(4-((tert-Butoxycarbonyl)amino)-4-methylpentyl)amino)-4-oxobutanoic acid C(C)(C)(C)OC(=O)NC(CCN(C(CCC(=O)O)=O)CCCC(C)(C)NC(=O)OC(C)(C)C)(C)C